NCC(=O)NC1=NN(C2=C(C=C(C(=C12)OC1=C(C=CC(=C1)F)Cl)NC(C1=CC(=CC(=C1)C(F)(F)F)F)=O)Cl)C N-(3-(2-Aminoacetamido)-7-chloro-4-(2-chloro-5-fluorophenoxy)-1-methyl-1H-indazol-5-yl)-3-fluoro-5-(trifluoromethyl)benzamide